(R)-4-(N-methyl-N-methoxycarbonylamino)-3-(4-methoxyphenyl)-N-((R)-1-(6-(trifluoromethyl)pyridin-3-yl)ethyl)-4,5-dihydro-1H-pyrazole-1-carboxamide CN(C(=O)OC)[C@H]1C(=NN(C1)C(=O)N[C@H](C)C=1C=NC(=CC1)C(F)(F)F)C1=CC=C(C=C1)OC